Cl.CNC=1N=C(C2=C(N1)C(=NC(=N2)NC)NCCC)NCC(C)(O)C 1-(2,6-bis-methylamino-8-propylamino-pyrimido[5,4-d]pyrimidin-4-yl-amino)-2-methyl-propan-2-ol hydrochloride salt